4-[(2-CHLORO-4-METHYLPHENYL)CARBAMOYL]BENZENEBORONIC ACID ClC1=C(C=CC(=C1)C)NC(=O)C1=CC=C(C=C1)B(O)O